2,2-dimethyl-N-((2-((4-(5-(pyrrolidin-1-yl)pyridin-3-yl)-1H-1,2,3-triazol-1-yl)methyl)imidazo[1,2-a]pyridin-6-yl)methyl)propan-1-amine CC(CNCC=1C=CC=2N(C1)C=C(N2)CN2N=NC(=C2)C=2C=NC=C(C2)N2CCCC2)(C)C